C1=CC=C(C=C1)OC2=CC=C(C=C2)C=O p-phenoxybenzaldehyde